[(2R,3S,5R)-5-(6-Chloro-2-fluoro-purin-9-yl)-2-ethynyl-3-(4-methylbenzoyl)oxy-tetrahydrofuran-2-yl]methyl 4-methylbenzoate CC1=CC=C(C(=O)OC[C@]2(O[C@H](C[C@@H]2OC(C2=CC=C(C=C2)C)=O)N2C3=NC(=NC(=C3N=C2)Cl)F)C#C)C=C1